N-benzyl-N-ethyl-1-(6-nitro-3-pyridyl)pyrrolidin-3-amine C(C1=CC=CC=C1)N(C1CN(CC1)C=1C=NC(=CC1)[N+](=O)[O-])CC